Cl[Si](O[Si](O[Si](C)(C)Cl)(C)Cl)(C)C 1,3,5-trichloro-1,1,3,5,5-pentamethyltrisiloxane